(Z)-N-(2-(4-(4-chloro-1,2-diphenylbut-1-en-1-yl)phenoxy)ethyl)-3-((2-(2,6-dioxopiperidin-3-yl)-1,3-dioxoisoindolin-4-yl)thio)-N-methylpropanamide ClCC/C(=C(\C1=CC=CC=C1)/C1=CC=C(OCCN(C(CCSC2=C3C(N(C(C3=CC=C2)=O)C2C(NC(CC2)=O)=O)=O)=O)C)C=C1)/C1=CC=CC=C1